1-(difluoromethyl)-6-(2-hydroxy-2-methylpropoxy)-N-[(4s)-6-({3-carbamoyl-7-methylpyrazolo[1,5-a]pyridin-2-yl}oxy)spiro[3.3]heptan-2-yl]-1H-indazole-3-carboxamide FC(N1N=C(C2=CC=C(C=C12)OCC(C)(C)O)C(=O)NC1CC2(C1)CC(C2)OC2=NN1C(C=CC=C1C)=C2C(N)=O)F